C(C)(C)(C)OC(=O)N1[C@@H](C[C@@](CC1)(C(=O)OC(C)(C)C)CC1=NC(=CC(=C1F)C(F)F)Cl)C di-tert-butyl-(2R,4R)-4-((6-chloro-4-(difluoromethyl)-3-fluoropyridin-2-yl) methyl)-2-methylpiperidine-1,4-dicarboxylate